S1C2=C(C=C1)C(=CC=C2)N2CCN(CC2)CCCCOC2=CC=C1CCC(N(C1=C2)C(C)OC(CCCCCCCCC)=O)=O Decanoic acid 1-{7-[4-(4-benzo[b]thiophen-4-ylpiperazin-1-yl)butoxy]-2-oxo-3,4-dihydro-2H-quinolin-1-yl}ethyl ester